N-p-hydroxyphenyl-acrylamide OC1=CC=C(C=C1)NC(C=C)=O